Methyl (3S,6S,9S,10aR)-6-{[(tert-butoxy)carbonyl]amino}-9-hydroxy-5-oxo-decahydropyrrolo[1,2-a]azocine-3-carboxylate C(C)(C)(C)OC(=O)N[C@H]1CC[C@@H](C[C@@H]2N(C1=O)[C@@H](CC2)C(=O)OC)O